O[C@@H](C(=O)O)[C@H](C(=O)O)O.N[C@@H]1CC(N[C@H]1C1=CC=CC=C1)=O (4R,5S)-4-amino-5-phenylpyrrolidin-2-one (2R,3R)-2,3-dihydroxysuccinate